3,6-dioxaheptylene glycol C(COCCOCO)O